N-(4-(4-carbamoyl-5-(pyrazin-2-ylamino)-1H-pyrazol-3-yl)phenyl)-3-(3-(trifluoromethyl)phenyl)piperidine-1-carboxamide C(N)(=O)C=1C(=NNC1NC1=NC=CN=C1)C1=CC=C(C=C1)NC(=O)N1CC(CCC1)C1=CC(=CC=C1)C(F)(F)F